methyl (2R)-2-{[4-bromo-1-(2,5-difluorophenyl)-5-(3,4-difluorophenyl)-1H-pyrazol-3-yl]oxy}propanoate BrC=1C(=NN(C1C1=CC(=C(C=C1)F)F)C1=C(C=CC(=C1)F)F)O[C@@H](C(=O)OC)C